C(C)NS(=O)(=O)C=1C=2C3=C(C(N(C3=CC1)CC)=O)C=CC2 N,1-diethyl-2-oxo-1,2-dihydrobenzo[cd]indole-6-sulfonamide